ClC1=NC(=NC(=C1)C1=NN(C=C1CC1=C(C=CC(=C1)CN1CCOCC1)C1CC1)C(F)F)N 4-chloro-6-[4-[[2-cyclopropyl-5-(morpholinomethyl)phenyl]methyl]-1-(difluoromethyl)pyrazol-3-yl]pyrimidin-2-amine